2-(4-bromo-1-methyl-1H-pyrazol-5-yl)-6-cyclopropoxy-3-fluoro-4-(3-hydroxypyrrolidin-1-yl)benzonitrile BrC=1C=NN(C1C1=C(C#N)C(=CC(=C1F)N1CC(CC1)O)OC1CC1)C